pyrrolidonediamine N1(C(C(CC1)N)=O)N